CO[C@H]1[C@@H](COC1)OC1=NN(C=C1N)C 3-(((3r,4r)-4-methoxytetrahydrofuran-3-yl)oxy)-1-methyl-1H-pyrazol-4-amine